FC(C=1C(=C(C=CC1)[C@@H](C)NC=1C2=C(N=CN1)C(=NC(=C2)C2CCN(CC2)C(C)=O)OC)F)F 1-[4-[4-[[(1R)-1-[3-(difluoromethyl)-2-fluoro-phenyl]ethyl]amino]-8-methoxy-pyrido[3,4-d]pyrimidin-6-yl]-1-piperidyl]ethanone